BrC1=CC=C2C(C(=NO2)CC)=C1O 5-Bromo-3-ethylbenzo[d]isoxazol-4-ol